C1(=CC=CC=C1)C=1C=NC=2N(C1)N=CC2C(=O)[O-] 6-phenylpyrazolo[1,5-a]pyrimidin-3-carboxylate